3-(1-methyl-4-oxa-4,5,6,7-tetrahydro-1H-indol-2-yl)propionic acid methyl ester COC(CCC=1N(C=2CCCOC2C1)C)=O